CN(CCNC1=NC=CC=C1)C 2-(2-dimethylaminoethylamino)pyridine